FC1(C=2N(C[C@H](CC1)O)N=C1C2CN(CC1)C(=O)OC(C)(C)C)F (s)-tert-Butyl 11,11-difluoro-8-hydroxy-3,4,8,9,10,11-hexahydro-1H-pyrido[4',3':3,4]pyrazolo[1,5-a]azepine-2(7H)-carboxylate